Br.BrCCNC(C)(C)C 2-bromo-N-t-butylethylamine hydrobromide